2,7-dicyano-spiro[fluorene-9,9'-xanthene] C(#N)C1=CC2=C(C=C1)C1=CC=C(C=C1C21C2=CC=CC=C2OC=2C=CC=CC12)C#N